rac-(6S)-6-tert-butyl-N-[rac-(1R)-1-[4-(6-oxo-1H-pyridin-3-yl)phenyl]-3-[rac-(3R,4R)-3,4-dihydroxypyrrolidin-1-ium-1-yl]propyl]-5,6,7,8-tetrahydrothieno[2,3-b]quinoline-2-carboxamide C(C)(C)(C)[C@@H]1CC=2C=C3C(=NC2CC1)SC(=C3)C(=O)N[C@H](CC[NH+]3C[C@H]([C@@H](C3)O)O)C3=CC=C(C=C3)C3=CNC(C=C3)=O |r|